COC(=O)C=1OC(=CC1)N 5-amino-2-furoic acid methyl ester